NC1=NC=CC(=C1)C1=CC=C(C=C1)CC(C(=O)OC(C)(C)C)(C)C tert-butyl 3-(4-(2-aminopyridin-4-yl) phenyl)-2,2-dimethylpropionate